(S)-ethyl 2-(2-(3-(5-((dicyclopropylmethyl)carbamoyl)-1-(3-hydroxypropyl)-1H-pyrazol-3-yl)phenyl)oxazole-5-carboxamido)-3-methylbutanoate C1(CC1)C(C1CC1)NC(=O)C1=CC(=NN1CCCO)C=1C=C(C=CC1)C=1OC(=CN1)C(=O)N[C@H](C(=O)OCC)C(C)C